BrC1=CC(=C(C(=O)OC)C=C1F)F methyl 4-bromo-2,5-difluorobenzoate